The molecule is an amino disaccharide consisting of two 2-acetamido-beta-D-galactopyranse residues linked by a (1->4) glycosidic bond. It is an amino disaccharide and a member of acetamides. It derives from a N-acetyl-beta-D-galactosamine. CC(=O)N[C@@H]1[C@H]([C@H]([C@H](O[C@H]1O)CO)O[C@H]2[C@@H]([C@H]([C@H]([C@H](O2)CO)O)O)NC(=O)C)O